4-((1R,5S)-3,8-diazabicyclo[3.2.1]octan-3-yl)-8-fluoro-2-(5-(pyrrolidin-1-yl)-2-azaspiro[3.4]octan-2-yl)pyridine [C@H]12CN(C[C@H](CC1)N2)C2=CC(=NC=C2)N2CC1(C2)C(CCC1F)N1CCCC1